(+/-)-7-(8-amino-3-((5,6-dihydro-11H-imidazo[1,2-a]pyrazolo[1,5-d][1,4]diazepin-8-yl)amino)-7-fluoroisoquinolin-6-yl)-8-methyl-1,2,3,4-tetrahydro-1,5-naphthyridin-4-ol NC=1C(=C(C=C2C=C(N=CC12)NC1=NN2CC=3N(CCC2=C1)C=CN3)C3=CN=C1[C@@H](CCNC1=C3C)O)F |r|